BrC1=CC(=C(C=C1)[C@H]1N([C@@H](CC=2C=3C(C=CC12)=NN(C3)C3OCCCC3)C)CC(C)(F)F)OC (6S,8R)-6-(4-bromo-2-methoxyphenyl)-7-(2,2-difluoropropyl)-8-methyl-2-(tetrahydro-2H-pyran-2-yl)-6,7,8,9-tetrahydro-2H-pyrazolo[4,3-f]isoquinoline